tert-butyl 4-(2-cyanopyrimidin-5-yl)-2,6-dimethylpiperazine-1-carboxylate C(#N)C1=NC=C(C=N1)N1CC(N(C(C1)C)C(=O)OC(C)(C)C)C